3-[3-(tert-Butoxycarbonylamino)propoxy]-4-[(3Z)-3-[(3-methoxycarbonyl-1H-pyrrole-2-yl)methylene]-2-oxo-1H-pyrrolo[2,3-c]Pyridin-5-yl]Pyrazole-1-carboxylic acid tert-butyl ester C(C)(C)(C)OC(=O)N1N=C(C(=C1)C=1C=C/2C(=CN1)NC(\C2=C/C=2NC=CC2C(=O)OC)=O)OCCCNC(=O)OC(C)(C)C